BrC=1C=C(C=CC1)C1CN(CC2=C(C=C(C=C12)Cl)C)C 4-(3-bromophenyl)-6-chloro-2,8-dimethyl-1,2,3,4-tetrahydroisoquinoline